butane-d C(CCC)[2H]